3,4-diamino-2,5,6-trimethyl-pyridine NC=1C(=NC(=C(C1N)C)C)C